[Na+].CC(C)(CC(C(CCC(CC(C)(C)C)C)C(=O)[O-])C)C 2,2,4,8,10,10-hexamethylundecane-5-carboxylic acid sodium salt